rel-N-[(3S,4R)-7-cyclopropyl-4-({[(1s,4S)-4-methylcyclohexyl]oxy}methyl)-6-oxo-1,3,4,6-tetrahydro-2H-quinolizin-3-yl]methanesulfonamide C1(CC1)C=1C(N2[C@H]([C@H](CCC2=CC1)NS(=O)(=O)C)COC1CCC(CC1)C)=O |o1:6,7|